((3-chlorobenzyl)amino)-N-((3,5-dimethyl-1H-pyrazol-4-yl)methyl)-6-(3,5-dimethylisoxazol-4-yl)quinazoline-2-carboxamide ClC=1C=C(CNC2=NC(=NC3=CC=C(C=C23)C=2C(=NOC2C)C)C(=O)NCC=2C(=NNC2C)C)C=CC1